(5,6,7,8-tetrahydronaphthalen-1-yl)boronic acid C1(=CC=CC=2CCCCC12)B(O)O